CC1=C(C=CC(=C1)OC1=CC=CC=C1)[N+](=O)[O-] methyl-1-nitro-4-phenoxybenzene